2-octyl 4-(dimethylamino)-benzoate CN(C1=CC=C(C(=O)OC(C)CCCCCC)C=C1)C